N-(2,3-dihydrobenzo[b][1,4]dioxin-6-yl)benzo[b]thiophene-3-carboxamide-1,1-dioxide O1C2=C(OCC1)C=C(C=C2)NC(=O)C=2C1=C(S(C2)(=O)=O)C=CC=C1